zinc oxysulfide O=S.[Zn]